(E)-2-(1-oxo-2-((2-(trimethylsilyl)ethoxy)methyl)-1,2-dihydro-phthalazin-5-yl)propanal O-(2-oxo-2-(4-(5-(trifluoromethyl)pyridin-2-yl)piperazin-1-yl)ethyl) oxime O=C(CO\N=C\C(C)C1=C2C=NN(C(C2=CC=C1)=O)COCC[Si](C)(C)C)N1CCN(CC1)C1=NC=C(C=C1)C(F)(F)F